((1S,3S)-methyl 3-((6-(4-(4-(2-amino-2-methylpropanoyl) piperazine-1-carboxamido)-2-oxopyrimidin-1(2H)-yl)-1,2,3,4-tetrahydronaphthalen-2-yl) amino) cyclopentyl) carbamate C(N)(O[C@@]1(C[C@H](CC1)NC1CC2=CC=C(C=C2CC1)N1C(N=C(C=C1)NC(=O)N1CCN(CC1)C(C(C)(C)N)=O)=O)C)=O